C1(=C(C=CC=C1)C1=C(C=CC(=N1)NS(=O)(=O)C1=CC=CC(=N1)OC1CC(C1)C(=O)O)C(F)(F)F)C 3-((6-(N-(6-(o-tolyl)-5-(trifluoromethyl)pyridin-2-yl)sulfamoyl)pyridin-2-yl)oxy)cyclobutanecarboxylic acid